chloro(2-(methylthio)phenyl)(4-(tributylsilyl)phenyl)phosphane ClP(C1=CC=C(C=C1)[Si](CCCC)(CCCC)CCCC)C1=C(C=CC=C1)SC